ClC1=CC=C(C(=N1)C=1C=CC2=C(C=NOB2O)C1)NC(C)C=1C=C(C=C2C(C(=C(OC12)N1CCCCC1)C)=O)C 8-[1-[[6-chloro-2-(1-hydroxy-2,3,1-benzoxazaborinin-6-yl)-3-pyridyl]amino]ethyl]-3,6-dimethyl-2-(1-piperidyl)chromen-4-one